N-(4-cyclohexylphenyl)-4-(2-methyl-6,7-dihydropyrazolo[1,5-a]pyrimidin-4(5H)-yl)-4-oxobutanamide C1(CCCCC1)C1=CC=C(C=C1)NC(CCC(=O)N1C=2N(CCC1)N=C(C2)C)=O